N-methylmethanesulfonamide ditrifluoroacetate FC(C(=O)O)(F)F.FC(C(=O)O)(F)F.CNS(=O)(=O)C